Cl.N1C[C@H](CC1)C(C)=O (S)-1-Pyrrolidin-3-yl-ethanone, hydrochloride salt